ClC1=CC=C(C=C1)NC(=S)C=1C(CN(CC1O)C(=O)OC(C)(C)C)=O tertiary-butyl 4-((4-chlorophenyl)carbamothioyl)-5-hydroxy-3-oxo-3,6-dihydropyridine-1(2H)-carboxylate